C(#N)C(C(=O)OCC)(C(C(=O)OCC)C)C diethyl 2-cyano-2,3-dimethylsuccinate